2-((bis(methyl-d3)amino)methyl)-N-(3-(4-cyclopropoxy-2-methoxypyridin-3-yl)-1H-pyrrolo[2,3-b]pyridin-6-yl)cyclopropane-1-carboxamide C([2H])([2H])([2H])N(C([2H])([2H])[2H])CC1C(C1)C(=O)NC1=CC=C2C(=N1)NC=C2C=2C(=NC=CC2OC2CC2)OC